magnesium 2-hydroxycitrate OC(C(=O)[O-])C(O)(C(=O)[O-])CC(=O)[O-].[Mg+2].OC(C(=O)[O-])C(O)(C(=O)[O-])CC(=O)[O-].[Mg+2].[Mg+2]